[3-(4-aminocinnolin-7-yl)-4-(5-methyl-1,2,4-thiadiazol-3-yl)phenyl]boronic acid NC1=CN=NC2=CC(=CC=C12)C=1C=C(C=CC1C1=NSC(=N1)C)B(O)O